NC1=NC2=CC=C(C=C2C(=C1)N[C@H]1CN(CC1)C)C#N amino-4-{[(3R)-1-methylpyrrolidin-3-yl]amino}quinoline-6-carbonitrile